CN1CCN(CC1)C1=CC=C(C=N1)NC=1N=CC2=C(N1)NC=C2C=2C=C1C=NC=NC1=CC2 N-(6-(4-methylpiperazin-1-yl)pyridin-3-yl)-5-(quinazolin-6-yl)-7H-pyrrolo[2,3-d]pyrimidin-2-amine